1-ethyl-6-(methylamino)pyrimidine-2,4(1H,3H)-dione C(C)N1C(NC(C=C1NC)=O)=O